P(=O)([O-])([O-])[O-].[K+].[Rn].[K+].[K+] radon potassium phosphate